N-(5-(1H-imidazol-4-yl)-4-((4-(2-methoxyethoxy)-6-(methylsulfonyl)pyridin-2-yl)amino)pyridin-2-yl)acetamide N1C=NC(=C1)C=1C(=CC(=NC1)NC(C)=O)NC1=NC(=CC(=C1)OCCOC)S(=O)(=O)C